(4E)-3,4-bis(Hydroxyimino)dihydrofuran-2(3H)-one ON=C\1C(OC/C1=N/O)=O